F[C@@H]1CC2=C(C(=C(N2C1)C(=O)ON1N=NC=2C1=NC=CC2)C)C(C(NC2(COC2)C(F)(F)F)=O)=O 3H-[1,2,3]triazolo[4,5-b]pyridin-3-yl (R)-2-fluoro-6-methyl-7-(2-oxo-2-((3-(trifluoromethyl)oxetan-3-yl)amino)acetyl)-2,3-dihydro-1H-pyrrolizine-5-carboxylate